C12CN(CC2C1)S(=O)(=O)NC(=O)C1=C(C(=C(C(=O)OCC)C=C1)F)OC1CC1 ethyl 4-((3-azabicyclo[3.1.0]hexan-3-ylsulfonyl)carbamoyl)-3-cyclopropoxy-2-fluorobenzoate